CNC=1C=C(C=CC1[N+](=O)[O-])C(C(=O)OC)C(C)=O methyl 2-(3-(methylamino)-4-nitrophenyl)-3-oxobutanoate